C(C)(C)(C)OC(N[C@H](C(=O)NC1CCCCC1)CC1=CC(=C(C=C1)O)F)=O (S)-(1-(cyclohexylamino)-3-(3-fluoro-4-hydroxyphenyl)-1-oxopropan-2-yl)carbamic acid tert-butyl ester